C(CCCCC(=O)O)(=O)OC(C[N+](C)(C)C)CC([O-])=O O-adipoylcarnitin